5-(1-(2,2-difluoroethyl)-2-methyl-1H-imidazo[4,5-b]pyridin-6-yl)-N-(1-(oxetan-3-yl)piperidin-4-yl)pyrrolo[2,1-f][1,2,4]triazin-2-amine FC(CN1C(=NC2=NC=C(C=C21)C=2C=CN1N=C(N=CC12)NC1CCN(CC1)C1COC1)C)F